3-methyl-1-phenyl-4-[(4-vinylphenyl)diazenyl]-1H-pyrazole CC1=NN(C=C1N=NC1=CC=C(C=C1)C=C)C1=CC=CC=C1